3-((4-(5-chloro-2-(((3R,4S)-4-fluoropyrrolidin-3-yl)oxy)-3-methylphenyl)pyrrolo[2,1-f][1,2,4]triazin-6-yl)methyl)-6,6-dimethyl-3-azabicyclo[3.1.0]hexane-2,4-dione hydrochloride Cl.ClC=1C=C(C(=C(C1)C1=NC=NN2C1=CC(=C2)CN2C(C1C(C1C2=O)(C)C)=O)O[C@@H]2CNC[C@@H]2F)C